Methyl 2-(2-methoxy-4-methylbenzoyl)nicotinate COC1=C(C(=O)C2=C(C(=O)OC)C=CC=N2)C=CC(=C1)C